3-methyl-9,10-bis[2-carboxy(3,6-methano-4-cyclohexenyl)]carbonyloxyanthracene CC=1C=CC2=C(C3=CC=CC=C3C(=C2C1)OC(=O)C1C(C2C=CC1C2)C(=O)O)OC(=O)C2C(C1C=CC2C1)C(=O)O